N-(2-nitroethyl)taurine sodium [Na].[N+](=O)([O-])CCNCCS(=O)(=O)O